2,4-bis[(octylthio)methyl]-6-methylphenol C(CCCCCCC)SCC1=C(C(=CC(=C1)CSCCCCCCCC)C)O